1-((3-((1R,5S,6r)-3-(3,5-difluorophenyl)-3-azabicyclo[3.1.0]hexan-6-yl)-1,2,4-oxadiazol-5-yl)methyl)-7-methyl-1,7-dihydro-6H-purin-6-one FC=1C=C(C=C(C1)F)N1C[C@H]2C([C@H]2C1)C1=NOC(=N1)CN1C=NC=2N=CN(C2C1=O)C